2-Fluoro-4-nitro-N1-(4-(trifluoromethyl)benzyl)benzene-1,3-diamine FC1=C(C=CC(=C1N)[N+](=O)[O-])NCC1=CC=C(C=C1)C(F)(F)F